(R)-1-(3-(pyridin-2-yl)imidazo[1,2-b]pyridazin-6-yl)pyrrolidin-3-amine N1=C(C=CC=C1)C1=CN=C2N1N=C(C=C2)N2C[C@@H](CC2)N